((2-(1H-indol-7-yl)ethyl)amino)pyrimidin N1C=CC2=CC=CC(=C12)CCNC1=NC=CC=N1